OC[C@H]1[C@@H](C1)C(=O)OC |r| (±)-trans-methyl 2-(hydroxymethyl)cyclopropane-1-carboxylate